FC(OC=1C=C(N)C=CC1)F 3-(difluoro-methoxy)aniline